CC1=C(C=CC=C1C1=CC=2N(C=C1)C(=CN2)C#CCN2[C@H](CCC2)C(=O)O)C2=CC=CC=C2 (3-(7-(2-methyl-[1,1'-biphenyl]-3-yl)imidazo[1,2-a]pyridin-3-yl)prop-2-yn-1-yl)-D-proline